N=1C=CN2N=C(C=CC21)C=2C=CN1N=C(N=CC12)N[C@@H]1C[C@@H](C1)OCCOC 5-(imidazo[1,2-b]pyridazin-6-yl)-N-(cis-3-(2-methoxyethoxy)cyclobutyl)pyrrolo[2,1-f][1,2,4]triazin-2-amine